COC1=CC=C(CNC=2C=3N(C4=CC(=CC=C4N2)C(=O)O)C=NC3C)C=C1 4-((4-methoxybenzyl)amino)-3-methylimidazo[1,5-a]quinoxaline-8-carboxylic acid